2-{2-deoxy-2-fluoro-5-O-[(4-methoxyphenyl)(diphenyl)methyl]-β-D-ribofuranosyl}-6,7,8,9-tetrahydro-2H-2,3,5,6-tetraazabenzo[cd]azulene hydrochloride Cl.F[C@H]1[C@@H](O[C@@H]([C@H]1O)COC(C1=CC=CC=C1)(C1=CC=CC=C1)C1=CC=C(C=C1)OC)N1C=C2CCCNC=3C2=C1N=CN3